COCSC1=CC=CC=C1 phenyl methoxymethyl sulfide